4-((1-(4-Fluorophenyl)-4-oxo-1,4-dihydro-5H-pyrazolo[3,4-d]pyrimidin-5-yl)methyl)-4-hydroxypiperidine-1-carboxylic acid tert-butyl ester C(C)(C)(C)OC(=O)N1CCC(CC1)(O)CN1C=NC2=C(C1=O)C=NN2C2=CC=C(C=C2)F